OC1=CC=C(C=C1)C1=C(C(=O)O)C=CC(=C1)O.OC1=CC=C(C=C1)OC(C1=CC=C(C=C1)O)=O 4-hydroxybenzoic acid-4-hydroxyphenyl ester (4-hydroxyphenyl-4-hydroxybenzoate)